2-bromo-5,6-dimethoxy-1H-indene BrC=1CC2=CC(=C(C=C2C1)OC)OC